N-(3-((R)-N-(D-alanyl)-S-methylsulfonimidoyl)phenyl)-3-(4,4-difluoroazepan-1-yl)-5-methyl-6-(trifluoromethyl)pyridazine-4-carboxamide N[C@H](C)C(=O)N=[S@@](=O)(C)C=1C=C(C=CC1)NC(=O)C1=C(N=NC(=C1C)C(F)(F)F)N1CCC(CCC1)(F)F